7-Chloro-4-(1-(5-((3-methoxypropoxy)methyl)pyrimidin-2-yl)piperidin-4-yl)-1-methyl-1,4-Dihydropyrido[2,3-b]pyrazine-2,3-dione ClC1=CC2=C(N(C(C(N2C)=O)=O)C2CCN(CC2)C2=NC=C(C=N2)COCCCOC)N=C1